N4-(4-fluorophenyl)pyrimidine-2,4-diamine FC1=CC=C(C=C1)NC1=NC(=NC=C1)N